2-(3-(4-((tert-Butyldimethylsilyl)oxy)butyl)-3-azaspiro[5.5]undecan-9-yl)propane-1,3-diyl bis(2-heptylnonanoate) C(CCCCCC)C(C(=O)OCC(COC(C(CCCCCCC)CCCCCCC)=O)C1CCC2(CCN(CC2)CCCCO[Si](C)(C)C(C)(C)C)CC1)CCCCCCC